titanium 1,3-pentadiene C=CC=CC.[Ti]